N-[4-(3-cyanophenyl)-5-(2,6-dimethyl-4-pyridinyl)thiazol-2-yl]-3-oxo-2,7-diazaspiro[3.5]nonane-7-carboxamide C(#N)C=1C=C(C=CC1)C=1N=C(SC1C1=CC(=NC(=C1)C)C)NC(=O)N1CCC2(C(NC2)=O)CC1